C(N)(=O)C1(CCC1)N1C(C(=CC=C1)COC=1C=CC2=C(C=C(O2)C)C1)O N-(1-carbamoylcyclobutyl)-5-((2-hydroxypyridin-3-yl)methoxy)-2-methylbenzofuran